tert-butyl 1-(methoxymethyl)-5-methyl-3-oxo-isoindoline-2-carboxylate COCC1N(C(C2=CC(=CC=C12)C)=O)C(=O)OC(C)(C)C